FC=1C(=C(C=CC1F)[C@@H]1[C@H](N([C@@]([C@@H]1C)(C(F)(F)F)C)C)C(=O)NC1=CC(=NC=C1)C(=O)N)OC 4-((2S,3R,4R,5S)-3-(3,4-difluoro-2-methoxyphenyl)-1,4,5-trimethyl-5-(trifluoromethyl)pyrrolidine-2-carboxamido)picolinamide